FC(C=1C=C(C(=O)N[C@H](C)C=2C(=NC=CN2)C2=CC=C(C=N2)C(=O)OC)C=C(C1)C(F)(F)F)(F)F |r| (rac)-Methyl 6-(3-{1-[3,5-bis(trifluoromethyl)benzamido]ethyl}pyrazin-2-yl)pyridine-3-carboxylate